C(#N)[C@H](CC=1SC(=CC1)C1=CC=C(C=C1)C#N)NC(=O)C1CNC1 N-[(1S)-1-cyano-2-[5-(4-cyanophenyl)thiophen-2-yl]ethyl]azetidine-3-carboxamide